4-(benzyloxy)-2-((2-chloro-5-nitropyrimidin-4-yl)amino)-2-methylbutanenitrile C(C1=CC=CC=C1)OCCC(C#N)(C)NC1=NC(=NC=C1[N+](=O)[O-])Cl